C(C)OC=1C=C(C=2N(C1)N=C1C2C=NN1)C=1C=CC(=NC1)N1CCC2(CN(C2)C(=O)[O-])CC1 7-(5-(6-Ethoxy-1H-pyrazolo[3',4':3,4]pyrazolo[1,5-a]pyridin-4-yl)pyridin-2-yl)-2,7-diazaspiro[3.5]nonane-2-carboxylate